4-((S)-3-(4-tert-butoxyphenyl)-1-((2,2-diethoxyethyl)(naphthalen-1-ylmethyl)amino)-1-oxopropan-2-ylamino)-4-oxobutyl dodecanoate C(CCCCCCCCCCC)(=O)OCCCC(=O)N[C@H](C(=O)N(CC1=CC=CC2=CC=CC=C12)CC(OCC)OCC)CC1=CC=C(C=C1)OC(C)(C)C